C(C)N(CCCN1C(=CN2C1SC1=C2C=CC=C1)C1=CC(=CC=C1)F)CC N-(3-(diethylamino)propyl)-2-(3-fluorophenyl)benzo[d]imidazo[2,1-b]thiazole